CCCCC(=O)CC1=CC=CC=C1 The molecule is a ketone that is hexylbenzene carrying an oxo group at position 2. It is a ketone and a member of benzenes.